6-morpholino-pyrimidin-4-amine O1CCN(CC1)C1=CC(=NC=N1)N